4-{4-[4-(1-tert-butoxycarbonyl-1,2,3,6-tetrahydro-pyridin-4-yl)-2-fluoro-benzoylamino]-2-fluoro-phenyl}-piperazine-1-carboxylic acid tert-butyl ester C(C)(C)(C)OC(=O)N1CCN(CC1)C1=C(C=C(C=C1)NC(C1=C(C=C(C=C1)C=1CCN(CC1)C(=O)OC(C)(C)C)F)=O)F